tert-butyl (S)-(1-(5-chloro-2-ethoxybenzyl) piperidin-3-yl)carbamate ClC=1C=CC(=C(CN2C[C@H](CCC2)NC(OC(C)(C)C)=O)C1)OCC